ClC1=CC(=C(C=C1[N+](=O)[O-])N1CCN(CC1)C(=O)OCC1=CC=CC=C1)C benzyl 4-(4-chloro-2-methyl-5-nitrophenyl)piperazine-1-carboxylate